C(C)(C)(C)OC(=O)N1C(C(CCC1)(N[S@](=O)C(C)(C)C)CC(=O)OCC)CC=1C=C(C=CC1)C1=CC=CC=C1 2-({[1,1'-Biphenyl]-3-yl}methyl)-3-(2-ethoxy-2-oxoethyl)-3-{[(R)-2-methylpropan-2-sulfinyl]amino}piperidine-1-carboxylic acid tert-butyl ester